C(C=C)C=1C=C(C(=C(C#N)C1)O)C1=CC2=C(NC(=N2)C)C=C1 5-allyl-3-(2-methyl-1H-benzimidazol-5-yl)-2-hydroxybenzonitrile